9-oxo-heptadecanedioic acid 1-(heptadecane-9-yl) 17-(2-heptyl-nonyl) ester C(CCCCCC)C(COC(CCCCCCCC(CCCCCCCC(=O)OC(CCCCCCCC)CCCCCCCC)=O)=O)CCCCCCC